4-[2-[2-[2-[3-[(3R,5R)-5-[(3-Bromo-4-oxo-pyrido[1,2-a]pyrimidin-2-yl)amino]-1-methyl-3-piperidyl]phenoxy]ethoxy]ethoxy]ethoxy]-2-(2,6-dioxo-3-piperidyl)isoindoline-1,3-dione BrC1=C(N=C2N(C1=O)C=CC=C2)N[C@@H]2C[C@@H](CN(C2)C)C=2C=C(OCCOCCOCCOC1=C3C(N(C(C3=CC=C1)=O)C1C(NC(CC1)=O)=O)=O)C=CC2